(2-((3-Cyano-2-fluorobenzyl)(cyclopropyl)amino)ethyl)carbamic acid tert-butyl ester C(C)(C)(C)OC(NCCN(C1CC1)CC1=C(C(=CC=C1)C#N)F)=O